4-[4,4'-bis(diethylamino)-α-hydroxy-benzhydryl]-6-hydroxy-benzene-1,3-disulfonic acid C(C)N(C1=CC=C(C(C2=CC=C(C=C2)N(CC)CC)(O)C2=C(C=C(C(=C2)O)S(=O)(=O)O)S(=O)(=O)O)C=C1)CC